6-iodo-pyrimidine IC1=CC=NC=N1